butyl ((4-(4-ethynylphenyl)-4,5,6,7-tetrahydropyrazolo[1,5-a]pyrimidin-6-yl)methyl)carbamate C(#C)C1=CC=C(C=C1)N1C=2N(CC(C1)CNC(OCCCC)=O)N=CC2